1-(benzyloxycarbonyl-sulfamoyl)-4-methyl-3-phenyl-pyrrole-2-carboxylic acid benzyl ester C(C1=CC=CC=C1)OC(=O)C=1N(C=C(C1C1=CC=CC=C1)C)S(NC(=O)OCC1=CC=CC=C1)(=O)=O